C(C)N1C(C2=C3C(C(=CC=C13)S(=O)(=O)NC1CCOCC1)=CC=C2)=O Ethyl-2-oxo-N-(tetrahydro-2H-pyran-4-yl)-1,2-dihydrobenzo[cd]indole-6-sulfonamide